CC12COCCN1C=1N(C2)C(N=C(C1)OCC1=C(OC2=C(C#N)C=C(C=C2)C(F)(F)F)C=CC=C1)=O ((((11a-methyl-9-oxo-3,4,11,11a-tetrahydro-1H,9H-pyrimido[6',1':2,3]imidazo[5,1-c][1,4]oxazin-7-yl)oxy)methyl)phenoxy)-5-(trifluoromethyl)benzonitrile